1-(2-(aminomethyl)-6-cyclopropyl-imidazo[1,2-a]pyridin-8-yl)-3-(4-methoxybenzyl)imidazolidine-2,4-dione hydrochloride Cl.NCC=1N=C2N(C=C(C=C2N2C(N(C(C2)=O)CC2=CC=C(C=C2)OC)=O)C2CC2)C1